sodium acetate, ammonium salt [NH4+].C(C)(=O)[O-].[Na]